FC1CCN(CC1)C(=O)C=1C=C2C(=NC1)N(C(N2C)=O)C2=CC=C(C#N)C=C2 4-[6-(4-fluoropiperidine-1-carbonyl)-1-methyl-2-oxoimidazo[4,5-b]pyridin-3-yl]benzonitrile